[4-(6-Amino-pyridazin-3-yl)-piperidin-1-yl]-(2-methyl-4'-trifluoromethyl-biphenyl-4-yl)-methanone NC1=CC=C(N=N1)C1CCN(CC1)C(=O)C1=CC(=C(C=C1)C1=CC=C(C=C1)C(F)(F)F)C